CC1=C(C(=O)P(OC2=CC=CC=C2)=O)C(=CC(=C1)C)C.[Li] Lithium Phenyl (2,4,6-trimethyl benzoyl)phosphinate